(Z)-3-[2-(azetidin-3-yl)ethyliden]-6alpha-hydroxyandrostane-17-one N1CC(C1)C\C=C\1/CC2[C@H](C[C@H]3[C@@H]4CCC([C@@]4(C)CC[C@@H]3[C@]2(CC1)C)=O)O